C(CCCC)C1=CC2=C(C3=CC=CC=C3C(=C2C=C1)OC(=O)CC(C)C)OC(=O)CC(C)C 2-pentyl-9,10-bis(isobutylcarbonyloxy)anthracene